(S)-N-(1-(4-bromophenyl)-2-hydroxyethyl)-2-(6-(5-chloro-2-((oxacyclohexan-4-yl)amino)pyrimidin-4-yl)-1-oxoisoindolin-2-yl)acetamide BrC1=CC=C(C=C1)[C@@H](CO)NC(CN1C(C2=CC(=CC=C2C1)C1=NC(=NC=C1Cl)NC1CCOCC1)=O)=O